C=C1CN(C2=C(C(OC1)C(F)(F)F)C=CC=C2)S(=O)(=O)C2=CC=CC=C2 3-Methylene-1-benzenesulfonyl-6-trifluoromethyl-1,3,4,6-tetrahydro-2H-benzo[c][1,5]oxazocine